ClC1=CC2=C(O[C@H](CO2)C(=O)NC23CC(C2)(C3)NC(COC3=CC(=C(C=C3)Cl)F)=O)C=C1 (2R)-6-chloro-N-{3-[2-(4-chloro-3-fluorophenoxy)acetamido]bicyclo[1.1.1]pentan-1-yl}-2,3-dihydro-1,4-benzodioxine-2-carboxamide